(benzyloxy)-3-methyl-1-benzofuran-2-carbaldehyde C(C1=CC=CC=C1)OC1=CC=CC2=C1C(=C(O2)C=O)C